5-(8-chloronaphthalen-1-yl)-2-(3,5-dimethyl-phenyl)-4-(4-neopentylphenyl)pyridine ClC=1C=CC=C2C=CC=C(C12)C=1C(=CC(=NC1)C1=CC(=CC(=C1)C)C)C1=CC=C(C=C1)CC(C)(C)C